[C@H]12CC(C[C@H](CC1)O2)O[C@@H](CN2C(N(C(C1=C2SC(=C1C)C=1OC=CN1)=O)[C@@H](C(=O)O)C)=O)C1=C(C=CC=C1)OC (R)-2-(1-((R)-2-(((1R,3s,5s)-8-oxabicyclo[3.2.1]oct-3-yl)oxy)-2-(2-methoxyphenyl)ethyl)-5-methyl-6-(oxazol-2-yl)-2,4-dioxo-1,4-dihydrothieno[2,3-d]pyrimidin-3(2H)-yl)propionic acid